Diethoxy-N,N-Dimethylethan-1-amin C(C)OC(C)(N(C)C)OCC